(Z)-tert-butyl (6-(6-(1-(hydroxyimino)ethyl)pyridin-2-yl)-1-(6-methylpyridin-2-yl)-1H-indazol-4-yl)(methyl)carbamate O\N=C(\C)/C1=CC=CC(=N1)C1=CC(=C2C=NN(C2=C1)C1=NC(=CC=C1)C)N(C(OC(C)(C)C)=O)C